NC=1N=C(C2=C(N1)N(C[C@@H]2CC(=O)O)CC2=NC=C(C(=C2C)OC)C)Cl 2-[(5R)-2-amino-4-chloro-7-[(4-methoxy-3,5-dimethylpyridin-2-yl)methyl]-5H,6H,7H-pyrrolo[2,3-d]pyrimidin-5-yl]acetic acid